(S)-3-(1-Acryloylpyrrolidin-3-yl)-7-amino-1-(4-(3-fluorophenoxy)phenyl)-1,5-dihydro-4H-pyrrolo[2,3-d]pyridazin-4-on C(C=C)(=O)N1C[C@@H](CC1)C1=CN(C=2C(=NNC(C21)=O)N)C2=CC=C(C=C2)OC2=CC(=CC=C2)F